C(#N)C1=NN(C=C1)CC1=CC(C(=C(N1CC)C1=CC(=C(C=C1)Cl)Cl)C(=O)O)=O 6-[(3-cyanopyrazol-1-yl)methyl]-2-(3,4-dichlorophenyl)-1-ethyl-4-oxo-pyridine-3-carboxylic acid